ClC1=C(C=C(C=C1)Cl)N1N=C(CC1=O)NC(C=C)=O 1-(2,5-dichlorophenyl)-3-acrylamido-5-pyrazolone